(1s,3s)-3-aminospiro(cyclobutane-1,3'-pyrrolo[3,2-b]pyridin)-2'(1'h)-one NC1CC2(C(NC=3C2=NC=CC3)=O)C1